The molecule is a 2-acetyl-1-alkyl-sn-glycero-3-phosphocholine betaine which has octadecyl as the alkyl group. PAF is a potent phospholipid activator and mediator of many leukocyte functions, including platelet aggregation, inflammation, and anaphylaxis. It has a role as an antihypertensive agent, a beta-adrenergic antagonist, a hematologic agent, a vasodilator agent and a bronchoconstrictor agent. CCCCCCCCCCCCCCCCCCOC[C@H](COP(=O)([O-])OCC[N+](C)(C)C)OC(=O)C